COC1=NC=C(C=N1)C1CCC(CC1)C(=O)OCC ethyl 4-(2-methoxypyrimidin-5-yl)cyclohexane-1-carboxylate